N-Boc-1,10-decylenediamine C(=O)(OC(C)(C)C)NCCCCCCCCCCN